COC1=C(C(=CC=C1)C)S(=O)(=O)NC1=NOC2=C1C(=C1CCC(C1=C2)N2N=CC=C2)OC 2-methoxy-N-(4-methoxy-7-(1H-pyrazol-1-yl)-6,7-dihydro-5H-indeno[5,6-d]isoxazol-3-yl)-6-methylbenzenesulfonamide